FC=1C=C2C(NN=C(C2=CC1F)[C@@H](C)N(C(=O)C=1C=C2C=CC=CN2C1)C)=O |r| racemic-N-(1-(6,7-difluoro-4-oxo-3,4-dihydrophthalazin-1-yl)ethyl)-N-methylindolizine-2-carboxamide